(1aR,5aR)-2-(2,4-Difluoro-phenyl)-1a,2,5,5a-tetrahydro-1H-2,3-diaza-cyclopropa[a]pentalene-4-carboxylic acid (3-chloro-5-trifluoromethyl-pyridin-2-ylmethyl)-amide ClC=1C(=NC=C(C1)C(F)(F)F)CNC(=O)C=1C=2C[C@@H]3[C@H](C2N(N1)C1=C(C=C(C=C1)F)F)C3